ClC1=CN=CC(=N1)N1CCC(CC1)C(=O)N1CCC(CC1)N1N=CC(=C1)CNC1=C2C(N(C(C2=CC=C1)=O)C1C(NC(CC1)=O)=O)=O 4-(((1-(1-(1-(6-chloropyrazin-2-yl)piperidine-4-carbonyl)piperidin-4-yl)-1H-pyrazol-4-yl)methyl)amino)-2-(2,6-dioxopiperidin-3-yl)isoindoline-1,3-dione